N1=CC=C(C=C1)N1NN=C(N=C1)C1=CC=NC=C1 3,6-bis(4-pyridyl)-1,2,3,5-tetrazine